2-[1-(3-{6-[4-(1-methyl-1H-pyrazol-4-yl)-benzylamino]-pyrimidin-4-yl}-imidazo[1,2-a]Pyridin-7-yl)-pyrrolidin-3-yl]-ethanol CN1N=CC(=C1)C1=CC=C(CNC2=CC(=NC=N2)C2=CN=C3N2C=CC(=C3)N3CC(CC3)CCO)C=C1